N1=C(C=CC=C1)C(=O)OCNC(=O)C=1N=C(OC1CC)C1=CC(=C(C=C1)OC(F)F)OC(C)C ((ethyl 2-(4-(difluoromethoxy)-3-isopropoxyphenyl) oxazole-4-carboxamido) methyl) picolinate